CC1=NN=CC=C1 METHYLPYRIDAZINE